3-(5-(((R)-1-isopropylpiperidin-3-yl)oxy)-1-oxoisoindolin-2-yl)piperidine-2,6-dione C(C)(C)N1C[C@@H](CCC1)OC=1C=C2CN(C(C2=CC1)=O)C1C(NC(CC1)=O)=O